C1(CC1)C=1C=CC=2N(C1)C=C(N2)CNC=2C=CC1=C(N(C(=NS1(=O)=O)[C@@H]1[C@H](C1)C1=NC=CC(=N1)C)C)C2 6-(((6-cyclopropylimidazo[1,2-a]pyridin-2-yl)methyl)amino)-4-methyl-3-((1S,2S)-2-(4-methylpyrimidin-2-yl)cyclopropyl)-4H-benzo[e][1,2,4]thiadiazine 1,1-dioxide